bis[4-(N,N-dimethylamino)phenyl]di-t-butylphosphine palladium dichloride [Pd](Cl)Cl.CN(C)C1=CC=C(C=C1)C(C(C)(C)PC(C)(C)C)C1=CC=C(C=C1)N(C)C